CS(=O)(=O)OCCN1CCC(CC1)C(=O)OC methyl 1-[2-(methanesulfonyloxy)ethyl]piperidine-4-carboxylate